CO[C@@H]1CN(C[C@@H]1OC)C=1C=C(C=C(C1F)F)[C@H]1[C@@H](C1)C=1C=NC(=NC1)C1=NC=CC=N1 trans-5-(2-(3-((3R,4S)-3,4-Dimethoxypyrrolidin-1-yl)-4,5-difluorophenyl)cyclopropyl)-2,2'-bipyrimidine